9,9-bis(4-(2-hydroxy-ethyl)-3-phenylphenyl)fluorene OCCC1=C(C=C(C=C1)C1(C2=CC=CC=C2C=2C=CC=CC12)C1=CC(=C(C=C1)CCO)C1=CC=CC=C1)C1=CC=CC=C1